8-(2-fluorobenzyl)-6-(3-(trifluoromethyl)-1H-1,2,4-triazol-5-yl)-[1,2,4]triazolo[4,3-a]pyrazine FC1=C(CC=2C=3N(C=C(N2)C2=NC(=NN2)C(F)(F)F)C=NN3)C=CC=C1